tert-butyl 3-{[(2E)-3-(4-chlorobenzenesulfonyl)prop-2-en-1-yl]carbamoyl}-2-oxo-1,2,5,6,7,8-hexahydro-1,6-naphthyridine-6-carboxylate ClC1=CC=C(C=C1)S(=O)(=O)/C=C/CNC(=O)C=1C(NC=2CCN(CC2C1)C(=O)OC(C)(C)C)=O